2-Chloro-N-(2-(7-fluoro-1H-indazole-4-carbonyl)-4-methyl-5-(2,2,2-trifluoroethoxy)pyridin-3-yl)acetamide ClCC(=O)NC=1C(=NC=C(C1C)OCC(F)(F)F)C(=O)C=1C=2C=NNC2C(=CC1)F